[C@@H]1([C@@H]([C@H](OC([C@@H]1O)OP(=O)(O)O)C(=O)O)O)O Glucuronic acid 1-phosphate